CS(=O)(=O)N1CC(C1)N 1-methylsulfonylazetidin-3-amine